(S*)-4-((RS)-sec-Butyl)-2-(2-chloro-6-fluorophenyl)-6-(4-ethyl-3-(hydroxymethyl)-5-oxo-4,5-dihydro-1H-1,2,4-triazol-1-yl)-7-fluoro-3,4-dihydroisoquinolin [C@@H](C)(CC)[C@@H]1CN(CC2=CC(=C(C=C12)N1N=C(N(C1=O)CC)CO)F)C1=C(C=CC=C1F)Cl |&1:0,o1:4|